4-(6-(4-(1-ethylpiperidin-4-yl)phenyl)pyrrolo[1,2-b]pyridazin-4-yl)piperazine C(C)N1CCC(CC1)C1=CC=C(C=C1)C=1C=C2N(N=CC=C2N2CCNCC2)C1